N=1C=NN2C1C=C(C=C2)OC2=C(C=C(C=C2)NC2=NC=NC1=CC=C3C(=C21)OC[C@H]2N3CCN(C2)C(=O)OC(C)(C)C)F tert-butyl (S)-4-((4-([1,2,4]triazolo[1,5-a]pyridin-7-yloxy)-3-fluorophenyl)amino)-6a,7,9,10-tetrahydropyrazino[1',2':4,5][1,4]oxazino[2,3-f]quinazoline-8(6H)-carboxylate